C1(CC1)C1=C(C(=O)OC)C=C(C(=C1)CN1CCC2(CC(N(C2)C2=CC=C(C=C2)C(NCCCC(=O)NCCO)=O)=O)CC1)OCC methyl 2-cyclopropyl-5-ethoxy-4-((2-(4-((4-((2-hydroxyethyl)amino)-4-oxobutyl)carbamoyl)phenyl)-3-oxo-2,8-diazaspiro[4.5]decan-8-yl)methyl)benzoate